ClC=1C(=CC(=NC1)NC1=CC=CC=C1)N1C=C(C=C1)C(=O)NC(CO)C1=CC(=CC=C1)Cl 1-(5-chloro-2-(phenyl-amino)pyridin-4-yl)-N-(1-(3-chlorophenyl)-2-hydroxy-ethyl)-1H-pyrrole-3-carboxamide